tert-butyl (3S)-3-[4-(3-chloro-2-fluoro-anilino)quinazolin-6-yl]pyrrolidine-1-carboxylate ClC=1C(=C(NC2=NC=NC3=CC=C(C=C23)[C@H]2CN(CC2)C(=O)OC(C)(C)C)C=CC1)F